2,2'-m-phenylenebis(3,1-benzoxazine-4-one) C1(=CC(=CC=C1)C1=NC2=C(C(O1)=O)C=CC=C2)C2=NC1=C(C(O2)=O)C=CC=C1